C[C@H]1NCC2=C(C=3C=4C=CC(=NC4C=CC3S2)C2=CC(=NC=C2)\C=C\C(F)(F)F)NC1 (R,E)-10-methyl-3-(2-(3,3,3-trifluoroprop-1-en-1-yl)pyridin-4-yl)-9,10,11,12-tetrahydro-8H-[1,4]diazepino[5',6':4,5]thieno[3,2-f]quinolin